2-(tert-Butyl)-2'-(2-morpholinoethyl)-1'H-spiro[benzo[d][1,3]oxazine-4,4'-isoquinoline]-1',3'(2'H)-dione C(C)(C)(C)C=1OC2(C(N(C(C3=CC=CC=C23)=O)CCN2CCOCC2)=O)C2=C(N1)C=CC=C2